NC(C)C1=NC=CC=C1NC(OC(C)(C)C)=O tert-Butyl (2-(1-aminoethyl)pyridin-3-yl)carbamate